(5-chloro-1H-pyrazolo[3,4-c]pyridin-3-yl)(cyclopentyl)methanone ClC=1C=C2C(=CN1)NN=C2C(=O)C2CCCC2